C1(=CC=CC=C1)C1=CC2=C(C=C1)C=1SC3=C(C1S2)C=CC(=C3)C3=CC=CC=C3 2,7-diphenyl-[1]benzothieno[3,2-b][1]benzothiophene